C1(CCCCC1)NC1=NNC2=CC=C(C=C12)C1=CC=NC=C1 N-cyclohexyl-5-(pyridin-4-yl)-1H-indazol-3-amine